COC(C)C=1C=NC=2N(C1)C=C(N2)C(=O)O 6-(1-methoxyethyl)imidazo[1,2-a]pyrimidine-2-carboxylic acid